N1(CCC1)C(=O)[C@@H]1CN(CC[C@H]1NC(=O)C1=NOC(=C1)C1=C(C=C(C=C1F)F)F)CC1CC1 5-(2,4,6-trifluoro-phenyl)-isoxazole-3-carboxylic acid [(3R,4R)-3-(azetidine-1-carbonyl)-1-cyclopropylmethyl-piperidin-4-yl]-amide